CC(C(=O)OCC)CCOC(COCC(OCCC(C(=O)OCC)C)C1=CC=CC=C1)C1=CC=CC=C1 diethyl 2,14-dimethyl-5,8,11-trioxa-6,10-diphenylpentadecanedioate